C(#N)[C@H](CC1=CC=C(C=C1)C=1C=CC2=C(N(C(O2)=O)C)C1)NC(=O)[C@H]1OCC2(CCCO2)CN(C1)C(=O)OC(C)(C)C tert-butyl (8S)-8-{[(1S)-1-cyano-2-[4-(3-methyl-2-oxo-2,3-dihydro-1,3-benzoxazol-5-yl)phenyl]ethyl]carbamoyl}-1,7-dioxa-10-azaspiro[4.6]undecane-10-carboxylate